CC1=NOC(=C1C=1C=C(CN2CC3(C2)CC(C3)NC(OC(C)(C)C)=O)C=C(C1)O)C tert-butyl (2-(3-(3,5-dimethylisoxazol-4-yl)-5-hydroxybenzyl)-2-azaspiro[3.3]heptan-6-yl)carbamate